5-(3-(2-(dimethylamino)prop-2-yl)piperidin-1-yl)pyridin-2-amine CN(C(C)(C)C1CN(CCC1)C=1C=CC(=NC1)N)C